FC1=CC=C(C=C1)CCC(=O)N1C2=C(OCC1)C(=CN=C2)C2=CC=C(C#N)C=C2 4-(4-(3-(4-fluorophenyl)propionyl)-3,4-Dihydro-2H-pyrido[4,3-b][1,4]oxazin-8-yl)benzonitrile